N1(CCC1)C=1C=2N(C=CN1)C(=NC2C=2C=NN(C2)C)C 8-(azetidin-1-yl)-3-methyl-1-(1-methyl-1H-pyrazol-4-yl)imidazo[1,5-a]pyrazine